(1'R,2'R)-2,4-dihydroxy-5'-methyl-2'-(prop-1-en-2-yl)-1',2',3',4'-tetrahydro-[1,1'-biphenyl]-3-carboxylic acid OC1=C(C=CC(=C1C(=O)O)O)[C@H]1[C@@H](CCC(=C1)C)C(=C)C